6-[(7-oxo-6,8-dihydro-5H-1,8-naphthyridin-4-yl)oxy]Chroman-3-carboxylic acid O=C1CCC=2C(=CC=NC2N1)OC=1C=C2CC(COC2=CC1)C(=O)O